2-methoxy-2-methyl-1-((CIS)-2-((((CIS)-4-phenylcyclohexyl)oxy)methyl)-3-(1H-pyrazol-3-yl)piperidin-1-yl)propan-1-one COC(C(=O)N1[C@H]([C@H](CCC1)C1=NNC=C1)CO[C@@H]1CC[C@@H](CC1)C1=CC=CC=C1)(C)C